5-(4-(2-(1-(5-aminopyridin-2-yl)piperidin-4-yl)ethyl)piperazin-1-yl)-2-(2,6-dioxopiperidin-3-yl)isoindoline-1,3-dione NC=1C=CC(=NC1)N1CCC(CC1)CCN1CCN(CC1)C=1C=C2C(N(C(C2=CC1)=O)C1C(NC(CC1)=O)=O)=O